C1(CC1)CSC=1C=C(C=NC1C1=NC2=C(N=NC(=C2)C(F)(F)F)N1C)OC(C#N)(C)C 2-[[5-(Cyclopropylmethylsulfanyl)-6-[7-methyl-3-(trifluoromethyl)imidazo[4,5-c]pyridazin-6-yl]-3-pyridyl]oxy]-2-methyl-propanenitrile